6-Pentacosenoic acid C(CCCCC=CCCCCCCCCCCCCCCCCCC)(=O)O